6-propoxyquinoline-4-carboxylic acid C(CC)OC=1C=C2C(=CC=NC2=CC1)C(=O)O